(R)-1-(tetrahydro-2H-pyran-4-yl)ethan-1-ol O1CCC(CC1)[C@@H](C)O